CC1(CCC(CC1)C1=CC=C(NCCOCCOC)C=C1)C 4-(4,4-Dimethylcyclohexyl)-N-(2-(2-methoxyethoxy)ethyl)aniline